ClS(=O)(=O)CCCNC(OC(C)(C)C)=O tert-butyl (3-(chlorosulfonyl)propyl)carbamate